N-propyldecane-1,10-diamine C(CC)NCCCCCCCCCCN